C(C)(C)(C)N1N=C(N=N1)C(=O)NCC1=C(C=C(C(=C1)F)C1=NC=NN2C1=CC=C2)Cl 2-(tert-butyl)-N-(2-chloro-5-fluoro-4-(pyrrolo[2,1-f][1,2,4]triazin-4-yl)benzyl)-2H-tetrazole-5-carboxamide